7-mercapto-3-nitro-1,2,4-triazolo[5,1-c]-1,2,4-triazin-4(1H)-one SC1=NN2C(NN=C(C2=O)[N+](=O)[O-])=N1